FC(C(=O)O)(F)F.N1CC(C1)C=CC1=NC=C(C=C1)C(F)(F)F 2-(2-(azetidin-3-yl)vinyl)-5-(trifluoromethyl)pyridine 2,2,2-trifluoroacetate